C1(C(C(C(C=C1)=O)=O)=O)=O 5-cyclohexene-1,2,3,4-tetraone